N-((R)-1,1-dicyclohexyl-3-((4-((R)-3,3-difluoro-1-((S)-2-oxo-4-(trifluoromethyl)imidazolidin-1-yl)propyl)-2-fluorophenyl)amino)-3-oxopropan-2-yl)-1-isopropyl-1H-pyrazole-5-carboxamide C1(CCCCC1)C([C@H](C(=O)NC1=C(C=C(C=C1)[C@@H](CC(F)F)N1C(N[C@@H](C1)C(F)(F)F)=O)F)NC(=O)C1=CC=NN1C(C)C)C1CCCCC1